[Ti].[Ca].[Pb] lead-calcium-titanium